1-[1-[6-[6-(Difluoromethyl)imidazo[1,2-b]pyridazin-3-yl]pyrimidin-4-yl]-3-piperidyl]-N-methyl-methanamine FC(C=1C=CC=2N(N1)C(=CN2)C2=CC(=NC=N2)N2CC(CCC2)CNC)F